2,3-dihydro-1H-isoindole-4-carbonitrile hydrochloride Cl.C1NCC=2C(=CC=CC12)C#N